Tetraphenyl-hydroxyethyl-tetramethyl-cyclopentadiene C1(=CC=CC=C1)C(C(O)(C1=CC=CC=C1)C1=CC=CC=C1)(C1C(=C(C(=C1C)C)C)C)C1=CC=CC=C1